(3R,7R)-2-(3,4-dichlorobenzoyl)-3,7-dimethyl-9-((R*)-1-(5-methyl-1,3,4-oxadiazol-2-yl)ethyl)-1,2,3,4,8,9-hexahydropyrido[4',3':3,4]pyrazolo[1,5-a]pyrazin-10(7H)-one ClC=1C=C(C(=O)N2CC=3C(=NN4C3C(N(C[C@H]4C)[C@H](C)C=4OC(=NN4)C)=O)C[C@H]2C)C=CC1Cl |o1:18|